2-((4,5-dihydroxy-2-iodophenethyl)amino)-2-oxoethyl oleate C(CCCCCCC\C=C/CCCCCCCC)(=O)OCC(=O)NCCC1=C(C=C(C(=C1)O)O)I